[2H][C@](CC1=CN=CN1)(C(=O)O)N([2H])[2H] histidine-D3